2-bromo-1-chloro-4-fluoro-benzene BrC1=C(C=CC(=C1)F)Cl